N-(2-(5-oxo-2-((pyridin-4-ylmethyl)amino)-5,7-dihydro-6H-pyrrolo[3,4-b]pyridin-6-yl)ethyl)acetamide O=C1N(CC2=NC(=CC=C21)NCC2=CC=NC=C2)CCNC(C)=O